ethyl 3-(8-amino-6-(trifluoromethyl) imidazo[1,2-a]pyrazin-3-yl)-4-fluorobenzoate NC=1C=2N(C=C(N1)C(F)(F)F)C(=CN2)C=2C=C(C(=O)OCC)C=CC2F